C(C)(C)(C)C=1C=CC(=C(C1)S(=O)C1=CC=C(C(=O)C2=CC=CC=C2)C=C1)C 4-[(5-tert-butyl-2-methylphenyl)sulfinyl]benzophenone